Palladium tetraphenyl-tetrabenzoporphyrin C1(=CC=CC=C1)C=1C=2C3=C(C(=C(C4=C5C(=C(C(=C6C7=C(C(C(=C8C9=C(C1N8)C=CC=C9)C9=CC=CC=C9)=N6)C=CC=C7)C7=CC=CC=C7)N4)C=CC=C5)C5=CC=CC=C5)N2)C=CC=C3.[Pd]